3-(3-furyl)-3-[4-(1H-pyrrolo[2,3-b]-pyridin-4-yl)-1H-pyrazol-1-yl]-propanenitrile O1C=C(C=C1)C(CC#N)N1N=CC(=C1)C1=C2C(=NC=C1)NC=C2